NC1(CCN(CC1)C=1C(=NC(=C(N1)OC)C1=C(C(=CC=C1)Cl)Cl)C(=O)OCC)C ethyl 3-(4-amino-4-methylpiperidin-1-yl)-6-(2,3-dichlorophenyl)-5-methoxypyrazine-2-carboxylate